2-Amino-4-(3-((S)-3-(azetidin-1-yl)pyrrolidin-1-yl)-5-fluoro-7,9-dihydrofuro[3,4-f]quinazolin-6-yl)-7-fluorothieno[3,2-c]pyridine-3-carbonitrile NC1=C(C=2C(=NC=C(C2S1)F)C=1C2=C(C=3C=NC(=NC3C1F)N1C[C@H](CC1)N1CCC1)COC2)C#N